3-((8-methoxy-2-(6-methoxypyridin-3-yl)-2,3-dihydrobenzo[b][1,4]dioxin-6-yl)methyl)-3H-imidazo[4,5-b]pyridine-6-carboxylic acid COC1=CC(=CC2=C1OC(CO2)C=2C=NC(=CC2)OC)CN2C=NC=1C2=NC=C(C1)C(=O)O